3-(tert-butyl)-1-(5-oxohexyl)-1H-pyrazole-5-carboxylic acid C(C)(C)(C)C1=NN(C(=C1)C(=O)O)CCCCC(C)=O